C(CCCCCCC\C=C/CCCCCCCC)(=O)OCC ethyl oleoate